COC[SiH](OC)COC di(methoxymethyl)methoxysilane